5-(4-cyanophenyl)-N-(propan-2-yl)-[1,2,4]triazolo[1,5-a]pyridine-7-carboxamide C(#N)C1=CC=C(C=C1)C1=CC(=CC=2N1N=CN2)C(=O)NC(C)C